tert-Butyl 4-(((2R,4r,6R)-6-(5-(2,4-dioxotetrahydropyrimidin-1(2H)-yl)-3-methyl-1H-pyrrolo[2,3-b]pyridin-1-yl)spiro[3.3]heptan-2-yl)methyl)piperazine-1-carboxylate O=C1N(CCC(N1)=O)C=1C=C2C(=NC1)N(C=C2C)C2CC1(CC(C1)CN1CCN(CC1)C(=O)OC(C)(C)C)C2